[O-2].C(C)(C)[Al+]C(C)C.C(C)(C)[Al+]C(C)C diisopropylaluminum oxide